5-(4-(1-(tert-butoxycarbonyl)-1H-pyrazol-4-yl)phenoxy)-1-(4-methoxybenzyl)-1H-1,2,3-triazole-4-carboxylic acid methyl ester COC(=O)C=1N=NN(C1OC1=CC=C(C=C1)C=1C=NN(C1)C(=O)OC(C)(C)C)CC1=CC=C(C=C1)OC